NC1=C(C=C(C=C1)C1=NN(C=N1)C1=CC=C(C=C1)OC(F)(F)F)C(C)=O 1-(2-amino-5-(1-(4-(trifluoromethoxy)phenyl)-1H-1,2,4-triazol-3-yl)phenyl)ethan-1-one